N-(bicyclo[1.1.1]pentan-1-yl)-4-(3-(2,6-dimethylphenoxy)-1-methyl-2-oxo-1,2-dihydropyridin-4-yl)-6-methyl-7-oxo-6,7-dihydro-1H-pyrrolo[2,3-c]pyridine-2-carboxamide C12(CC(C1)C2)NC(=O)C2=CC1=C(C(N(C=C1C1=C(C(N(C=C1)C)=O)OC1=C(C=CC=C1C)C)C)=O)N2